COC1=C(C(=CC=C1)C(NCCCC1=CC=CC=C1)=O)NC(=O)C1=CC2=CC=CC=C2C=C1 N-(2-methoxy-6-((3-phenylpropyl)carbamoyl)phenyl)-2-naphthamide